ethyl [(6S)-4-(4-chlorophenyl)-2,3,9-trimethyl-6H-thieno[3,2-f][1,2,4]triazolo[4,3-a][1,4]diazepin-6-yl]acetate ClC1=CC=C(C=C1)C1=N[C@H](C=2N(C3=C1C(=C(S3)C)C)C(=NN2)C)CC(=O)OCC